5-[4'-Fluoro-2-(trifluoromethoxy)biphenyl-4-yl]-3,6-dihydro-2H-1,3,4-oxadiazin-2-one FC1=CC=C(C=C1)C1=C(C=C(C=C1)C1=NNC(OC1)=O)OC(F)(F)F